E-farnesyl-amine C(\C=C(/C)\CCC=C(C)CCC=C(C)C)N